(R)-2-(4-chlorophenylmethyl)-3-(4-chlorophenyl)-3-((1-(hydroxymethyl)cyclobutyl)methoxy)-6-(2-hydroxypropan-2-yl)isoindolin-1-one ClC1=CC=C(C=C1)CN1C(C2=CC(=CC=C2[C@]1(OCC1(CCC1)CO)C1=CC=C(C=C1)Cl)C(C)(C)O)=O